tert-Butyl (3S,4S)-3-((4-(4-bromo-1H-imidazol-1-yl)benzyl)oxy)-4-fluoropyrrolidine-1-carboxylate BrC=1N=CN(C1)C1=CC=C(CO[C@H]2CN(C[C@@H]2F)C(=O)OC(C)(C)C)C=C1